3-Cyclopropyl-2,6-dimethoxybenzenesulfonamide C1(CC1)C=1C(=C(C(=CC1)OC)S(=O)(=O)N)OC